N-(2-(5-bromoindoline-1-carbonyl)phenyl)-N-methylmethanesulfonamide BrC=1C=C2CCN(C2=CC1)C(=O)C1=C(C=CC=C1)N(S(=O)(=O)C)C